4-methoxy-5-(morpholin-4-yl)-2-{[2-(trimethylsilyl)ethoxy]Methyl}-2H-indazole-7-carboxamide COC=1C2=CN(N=C2C(=CC1N1CCOCC1)C(=O)N)COCC[Si](C)(C)C